CCC(=C(C(=O)[O-])NC(=O)OC(C)(C)C)I methyl-((tert-Butoxycarbonyl) amino)-3-iodobut-2-enoate